[Ca].[Mg].[Al].[Fe] iron aluminum magnesium calcium